racemic-(tetrahydrofuran-3-yl)methylamine O1C[C@H](CC1)CN |r|